FC1=C(C=C(C=C1)F)C1N(CCC1)C=1C=CC=2N(N1)C(=CN2)C=CC#N 3-(6-(2-(2,5-difluorophenyl)pyrrolidin-1-yl)imidazo[1,2-b]pyridazin-3-yl)acrylonitrile